4-isopropyl-4H-1,2,4-triazole-3-thiol C(C)(C)N1C(=NN=C1)S